(1S,3R)-3-aminocycloheptanol N[C@H]1C[C@H](CCCC1)O